(±)-N-(5-chloro-2-fluoro-4-(trifluoromethyl)phenyl)-2-oxo-2,5,6,7,8,9-hexahydro-1H-5,8-epiminocyclohepta[b]pyridine-10-carboxamide ClC=1C(=CC(=C(C1)NC(=O)N1C2CCC1CC=1NC(C=CC12)=O)F)C(F)(F)F